dodecyl methacrylate dodecyl-acrylate C(CCCCCCCCCCC)OC(C=C)=O.C(C(=C)C)(=O)OCCCCCCCCCCCC